2-({2-fluoro-4-methyl-5-[(R)-(2,2,2-trifluoroethyl)sulfinyl]phenyl}imino)-3-(2,2,2-trifluoroethyl)-1,3-thiazolidin-4-one FC1=C(C=C(C(=C1)C)[S@](=O)CC(F)(F)F)N=C1SCC(N1CC(F)(F)F)=O